C(C(O)C(=O)[O-])(=O)[O-] Tartronat